5-(2-aminophenyl)-N-isopropylfuran-2-carboxamide NC1=C(C=CC=C1)C1=CC=C(O1)C(=O)NC(C)C